C(CCCCCCCCCCCCCCCCCCC)(=O)OCC(CCCCCCCC)(C)CCCCCC 2-hexyl-2-methyldecyl icosanoate